COCC1=C(C=CC=C1)C1=NC=CC(=C1)C(F)(F)F (2-(Methoxymethyl)phenyl)-4-(trifluoromethyl)pyridine